ClC1=CC=C(OC2=C(C=O)C=CC=N2)C=C1 (4-chlorophenoxy)nicotinaldehyde